C(C1=CC=CC=C1)N(C(C#CC1=CC=CC=C1)=O)C1=NOC(=N1)C1=CC=CC=C1 N-benzyl-3-phenyl-N-(5-phenyl-1,2,4-oxadiazol-3-yl)propiolamide